1-(3-(tert-butyl)-1-phenyl-1H-pyrazol-5-yl)-3-(4-((3-oxo-3,4-dihydropyrido[2,3-b]pyrazin-8-yl)oxy)-3-(trifluoromethoxy)phenyl)urea C(C)(C)(C)C1=NN(C(=C1)NC(=O)NC1=CC(=C(C=C1)OC1=CC=NC=2NC(C=NC21)=O)OC(F)(F)F)C2=CC=CC=C2